IC1=CC(=C2CCC(CC2=C1OC)N1C(C2=CC=CC=C2C1=O)=O)OC 2-(7-iodo-5,8-dimethoxy-1,2,3,4-tetrahydronaphthalen-2-yl)isoindoline-1,3-dione